ClC1CCN(CC1)C 4-Chloro-1-methylpiperidine